CN(CCN(C(=O)C1=NC=CC=C1)C)C N-(2-(dimethylamino)ethyl)-N-methylpyridineamide